tert-butyl [(2-methylpiperidin-4-yl)methyl]carbamate CC1NCCC(C1)CNC(OC(C)(C)C)=O